carbon bismaleimide C1(C=CC(N1)=O)=O.C1(C=CC(N1)=O)=O.[C]